C(C)N1N=CC(=C1)C1=CNC2=C(C=CC=C12)C#N 3-(1-ethylpyrazol-4-yl)-1H-indole-7-carbonitrile